C(C)OC1=NC(=CC(=C1)C1=NC(=C(C(=C1)N(C)CC1(CCCC1)COC)[N+](=O)[O-])N)C(F)(F)F 2'-Ethoxy-N4-{[1-(methoxymethyl)cyclopentyl]methyl}-N4-methyl-5-nitro-6'-(trifluoromethyl)[2,4'-bipyridin]-4,6-diamine